OC1(CCN(CC1)C(C[C@@H](C)C1=CC=CC=C1)=O)CN1C=NC(=CC1=O)N1CC(CC1)(C)O 3-((4-hydroxy-1-((R)-3-phenylbutanoyl)piperidin-4-yl)methyl)-6-(3-hydroxy-3-methylpyrrolidin-1-yl)pyrimidin-4(3H)-one